C1CCC(CC1)C(=O)OCC trans-ethyl p-cyclohexylcarboxylate